3-fluoro-5-hydroxypyridine-2-carboxylic acid methyl ester COC(=O)C1=NC=C(C=C1F)O